O[C@H](CNC(C1=CC(=CC=C1)C1=NC=CC=C1)=O)[C@H]1N(CC2=CC(=CC=C2C1)OCC1=C(N=CO1)C)C(=O)OC(C)(C)C tert-butyl (3S)-3-[(1R)-1-hydroxy-2-[[3-(2-pyridyl)benzoyl]amino]ethyl]-7-[(4-methyl-oxazol-5-yl)methoxy]-3,4-dihydro-1H-isoquinoline-2-carboxylate